triphenyl phosphate tris(trimethylsilyl)phosphate C[Si](C)(C)OP(=O)(O[Si](C)(C)C)O[Si](C)(C)C.P(=O)(OC1=CC=CC=C1)(OC1=CC=CC=C1)OC1=CC=CC=C1